triamylcitrate C(CCCC)C(C(C(C(=O)[O-])(CCCCC)CCCCC)(O)C(=O)[O-])C(=O)[O-]